C(C)C1SCCC1 ethyltetrahydrothiophene